OC=1C=CC2=C(SC(=C2OC=2C=CC=C3C=C(C=NC23)C(=O)O)C(C2=C(C=CC=C2)C)=O)C1 8-((6-hydroxy-2-(2-methylbenzoyl)benzo[b]thiophen-3-yl)oxy)quinoline-3-carboxylic acid